O1CCN(CC1)CCCC=1C=C(C=C(C1)OCCCCCCCCCC=CCC=CCCCCCCCC(=O)[O-])OCCCCCCCCCC=CC\C=C/CCCCCCCC(=O)[O-] 12'(Z)-((5-(3-morpholinopropyl)-1,3-phenylene)bis(oxy))bis(butane-4,1-diyl)bis(octadeca-9,12-dienoate)